S1C=NC2=C1C=C(C=C2)C2=CN=CC1=C2SCCN1S(=O)(=O)[O-] (8-(benzo[d]thiazol-6-yl)-2,3-dihydro-4H-pyrido[4,3-b][1,4]thiazin-4-yl)sulfonate